(2S,4R)-1-[(2S)-2-(4-cyclopropyltriazol-1-yl)-3,3-dimethyl-butanoyl]-N-[1-[3-(4-fluoro-3-methyl-phenyl)-1,2,4-oxadiazol-5-yl]ethyl]-4-hydroxy-pyrrolidine-2-carboxamide C1(CC1)C=1N=NN(C1)[C@H](C(=O)N1[C@@H](C[C@H](C1)O)C(=O)NC(C)C1=NC(=NO1)C1=CC(=C(C=C1)F)C)C(C)(C)C